CC1=C(N=C2N(C1=O)C=C(N=C2SC)N2C[C@@H](OCC2)C=2C=NN(C2)C)CC(=C)C (S)-3-methyl-7-(2-(1-methyl-1H-pyrazol-4-yl)morpholino)-2-(2-methylallyl)-9-(methylthio)-4H-pyrazino[1,2-a]pyrimidin-4-one